ClC=1C2=CN(N=C2C=CC1C1=CNC2=C1C=1N(C(=N2)N2[C@H]3CC(C[C@@H]2CC3)N)C=CN1)C (1R,3R,5S)-8-(9-(4-chloro-2-methyl-2H-indazol-5-yl)-7H-imidazo[1,2-c]pyrrolo[3,2-e]pyrimidin-5-yl)-8-azabicyclo[3.2.1]octane-3-amine